Methyl-4-(4-formyl-2-methoxyphenoxy)butanoate COC(CCCOC1=C(C=C(C=C1)C=O)OC)=O